FC1=CC(=C(C=C1)N1CN(C(C2=CC=C(C=C12)C(F)(F)F)=O)C=1C=NC(=CC1)OC)C 1-(4-fluoro-2-methylphenyl)-3-(6-methoxypyridin-3-yl)-7-(trifluoromethyl)-2,3-dihydro-quinazolin-4(1H)-one